FC1=CC=C(C=C1)NC([C@@H](C)C=1C=C2CCCN(C2=CC1)C(=O)C1CCOCC1)=O (2S)-N-(4-Fluorophenyl)-2-[1-(oxan-4-carbonyl)-1,2,3,4-tetrahydrochinolin-6-yl]propanamid